N,N-dicyclohexyl-2-benzothiazolesulfonamide tert-butyl-4-[4-bromo-3-[4-(difluoromethyl)phenyl]pyrazol-1-yl]piperidine-1-carboxylate C(C)(C)(C)OC(=O)N1CCC(CC1)N1N=C(C(=C1)Br)C1=CC=C(C=C1)C(F)F.C1(CCCCC1)N(S(=O)(=O)C=1SC2=C(N1)C=CC=C2)C2CCCCC2